methyl β-(3,5-di-tert-butylhydroxyphenyl)propionate C(C)(C)(C)C=1C(=C(C=C(C1)C(C)(C)C)CCC(=O)OC)O